tert-butyl (2R,5R)-5-(((S)-4-(difluoromethyl)-2-oxooxazolidin-3-yl)methyl)-2-methylpiperazine-1-carboxylate FC([C@H]1N(C(OC1)=O)C[C@@H]1NC[C@H](N(C1)C(=O)OC(C)(C)C)C)F